C(C)(=O)N[C@@H](C=O)[C@@H](O)[C@H](O)[C@H](O)CO N-acetyl-2-amino-2-deoxy-D-glucose